2-chloro-4,6-di-p-tolyl-1,3,5-triazine ClC1=NC(=NC(=N1)C1=CC=C(C=C1)C)C1=CC=C(C=C1)C